4-(hept-6-enylamino)benzoic acid C(CCCCC=C)NC1=CC=C(C(=O)O)C=C1